3-bromo-5-(3-methoxyazetidin-1-yl)-N,N-dimethylbenzenesulfonamide BrC=1C=C(C=C(C1)N1CC(C1)OC)S(=O)(=O)N(C)C